O=C(CCCCCCCCCCCCCCCCC(=O)O)OCCCCCCCCCCCCCC 18-oxo-18-(tetradecyloxy)octadecanoic acid